ClC1=C(C=CC(=C1)C1=NC(=CN=C1)OCC)NC(C(CC)C=1N=C(SC1)NS(=O)(=O)C1CC1)=O N-(2-chloro-4-(6-ethoxypyrazin-2-yl)phenyl)-2-(2-(cyclopropanesulfonamido)thiazol-4-yl)butanamide